O[C@H]1C[C@@H](N(C1)C([C@H](C(C)(C)C)N1N=NC(=C1)C(C)(C1=CC=CC=C1)O)=O)C(=O)NC (2R,4S)-4-hydroxy-1-[(2S)-2-[4-(1-hydroxy-1-phenyl-ethyl)triazol-1-yl]-3,3-dimethyl-butanoyl]-N-methyl-pyrrolidine-2-carboxamide